5-Methyl-2-(5-methyl-4-((trimethylsilyl)ethynyl)-1H-imidazol-1-yl)pyridine CC=1C=CC(=NC1)N1C=NC(=C1C)C#C[Si](C)(C)C